[Si](C)(C)(C(C)(C)C)OC(CNS(=O)(=O)NC(OC(C)(C)C)=O)C=1C=C(C(=C2C=CN=CC12)C=O)F tert-butyl (N-(2-((tert-butyldimethylsilyl)oxy)-2-(6-fluoro-5-formylisoquinolin-8-yl)ethyl)sulfamoyl)carbamate